2-{4-[(1-methylpiperidin-3-yl)methyl]pyrido[3,4-d]pyridazin-1-yl}-5-(trifluoromethyl)phenol CN1CC(CCC1)CC=1N=NC(=C2C1C=NC=C2)C2=C(C=C(C=C2)C(F)(F)F)O